FC(CN1N=CC(=C1C)S(=O)(=O)N1N=C2C(=C1)CN(C2)C([C@@H](CO)C2=CC=CC=C2)=O)F (R)-1-(2-((1-(2,2-difluoroethyl)-5-methyl-1H-pyrazol-4-yl)sulfonyl)-2,6-dihydropyrrolo[3,4-c]pyrazol-5(4H)-yl)-3-hydroxy-2-phenylpropan-1-one